C(C)(C)(C)OC(=O)N1C[C@@H](OCC1)C(O)C1=CC(=NC(=C1)Cl)Cl (2R)-2-[(2,6-dichloro-4-pyridinyl)-hydroxy-methyl]morpholine-4-carboxylic acid tert-butyl ester